4-((3-(2-(cyclohex-1-en-1-yl)ethyl)-2,4-dioxo-3,4-dihydroquinazolin-1(2H)-yl)methyl)-N-hydroxybenzoamide C1(=CCCCC1)CCN1C(N(C2=CC=CC=C2C1=O)CC1=CC=C(C(=O)NO)C=C1)=O